ClC=1C=C(C=C(C1O)Cl)NC1=NC(=NC(=N1)S)S 6-(3,5-dichloro-4-hydroxyphenylamino)-1,3,5-triazine-2,4-dithiol